N[C@H](CC1=C(C2=NC(=CC(=C2O1)NCC=1OC=CN1)Cl)Br)C 2-[(2S)-2-aminopropyl]-3-bromo-5-chloro-N-(1,3-oxazol-2-ylmethyl)furo[3,2-b]pyridin-7-amine